(S)-1-((2H-tetrazol-5-yl)methyl)-3-((S)-sec-butyl)-7-chloro-5-phenyl-1,3-dihydro-2H-benzo[e][1,4]diazepin-2-one N=1NN=NC1CN1C([C@@H](N=C(C2=C1C=CC(=C2)Cl)C2=CC=CC=C2)[C@@H](C)CC)=O